Cl.COC1C2=C(C(=NC1)C)SC=N2 7-methoxy-4-methyl-6,7-dihydrothiazolo[5,4-c]pyridine hydrochloride